2-(4-ethylphenyl)-4-oxo-4-(p-tolyl)butyronitrile C(C)C1=CC=C(C=C1)C(C#N)CC(C1=CC=C(C=C1)C)=O